N(=C=O)CC1CCCCC1CN=C=O 3,4-bis(isocyanatomethyl)cyclohexane